C1(CC1)CN1N=C(C(=C1)C1=NC(=CC=C1C(C)O)N1C=NC2=C1C=C(C(=C2)NC=2N=NC(=CC2)C)F)C 1-[2-[1-(cyclopropylmethyl)-3-methyl-pyrazol-4-yl]-6-[6-fluoro-5-[(6-methylpyridazin-3-yl)amino]benzimidazol-1-yl]-3-pyridinyl]ethanol